4-((2-(Dimethylamino)ethyl)amino)-1,6-naphthyridin CN(CCNC1=CC=NC2=CC=NC=C12)C